tert-butyl (2R)-2'-bromo-2-methyl-9'-oxo-4',5',6',9'-tetrahydrospiro-[piperidine-4,8'-pyrano[4,3-d][1,2,4]triazolo[1,5-a]pyrimidine]-1-carboxylate BrC1=NN2C(NC3=C(C2=O)C2(OCC3)C[C@H](N(CC2)C(=O)OC(C)(C)C)C)=N1